CC1=C(C(=CC=C1)C)N1C(=NC2=CC(=C(C=C2C1=O)CCC(=O)NO)F)C 3-(3-(2,6-dimethylphenyl)-7-fluoro-2-methyl-4-oxo-3,4-dihydroquinazolin-6-yl)-N-hydroxypropionamide